CC1=C(C=CC(=C1)N1CCCC1)C=1C=C2CCN[C@@H](C2=CC1)CNC1=C(C(=O)O)C=CN=C1 (S)-3-(((6-(2-methyl-4-(pyrrolidin-1-yl)phenyl)-1,2,3,4-tetrahydroisoquinolin-1-yl)methyl)amino)isonicotinic acid